CCC(COC(=O)C(=C)C)(COC(=O)C(=C)C)COC(=O)C(=C)C Trimethylolpropane Trimethacrylate